2-[[carboxy-[(3R)-quinuclidin-3-yl]methyl]carbamoylamino]-2-[(3R)-quinuclidin-3-yl]acetic acid C(=O)(O)C([C@H]1CN2CCC1CC2)NC(=O)NC(C(=O)O)[C@H]2CN1CCC2CC1